BrCC1=C(C(=C(C=C1)C=1N(C=C(N1)C(F)(F)F)C(C)C)F)OC 2-(4-(bromomethyl)-2-fluoro-3-methoxyphenyl)-1-isopropyl-4-(trifluoromethyl)-1H-imidazole